4-(1-methyl-1H-pyrazol-yl)-N-((3S,4S)-4-(3,4-difluorophenyl)piperidin-3-yl)-2,5-difluorobenzamide CN1N=C(C=C1)C1=CC(=C(C(=O)N[C@@H]2CNCC[C@H]2C2=CC(=C(C=C2)F)F)C=C1F)F